ethyl (S)-2-phenyl-1-tosyl-2,5-dihydro-1H-pyrrole-3-carboxylate C1(=CC=CC=C1)[C@@H]1N(CC=C1C(=O)OCC)S(=O)(=O)C1=CC=C(C)C=C1